CC1(C(N2N(CCC1)CCC2C=2C=C(C#N)C=C(C2)F)=O)C 3-(6,6-dimethyl-5-oxo-1,2,3,7,8,9-hexahydropyrazolo[1,2-a]diazepin-3-yl)-5-fluoro-benzonitrile